7-(2-acrylamidophenyl)-2-(3-methoxy-4-methylphenyl)-4,5,6,7-tetrahydropyrazolo[1,5-a]pyrimidine-3-carboxamide C(C=C)(=O)NC1=C(C=CC=C1)C1CCNC=2N1N=C(C2C(=O)N)C2=CC(=C(C=C2)C)OC